iodopropyn IC#CC